6-((benzo[d]oxazol-2-ylmethyl)thio)-1-cyclohexyl-1,5-dihydro-4H-pyrazolo[3,4-d]pyrimidin-4-one O1C(=NC2=C1C=CC=C2)CSC=2NC(C1=C(N2)N(N=C1)C1CCCCC1)=O